[2,3-difluoro-4-(trifluoromethyl)phenyl]boronic acid FC1=C(C=CC(=C1F)C(F)(F)F)B(O)O